C1(CC1)N1CCN(CC1)C1CCN(CC1)C1=C(C=C(C(=C1)OC)NC1=NC=NC(=C1)N1OCC[C@@H]1C1=C(C(=CC=C1F)F)F)NC(C=C)=O N-(2-(4-(4-cyclopropylpiperazine-1-yl)piperidine-1-yl)-4-methoxy-5-((6-((R)-3-(2,3,6-trifluorophenyl)isoxazolidine-2-yl)pyrimidine-4-yl)amino)phenyl)acrylamide